ClC1=C(C=C(C=C1)NC(=O)NC1CCC=2NC3=CC=CC(=C3C2C1)C=1C=NN(C1)CCO)C(F)(F)F 1-(4-chloro-3-trifluoromethylphenyl)-3-(5-(1-(2-hydroxyethyl)-1H-pyrazol-4-yl)-2,3,4,9-tetrahydro-1H-carbazol-3-yl)urea